5-(difluoromethyl)-2-{9-[(1R,2R)-2-hydroxycyclohexyl]-4,6-dimethyl-6,7,8,9-tetrahydro-5H-pyridazino[3,4-e][1,4]diazepin-3-yl}phenol FC(C=1C=CC(=C(C1)O)C1=C(C2=C(N(CCN(C2)C)[C@H]2[C@@H](CCCC2)O)N=N1)C)F